chloroformylacetic acid methyl ester COC(CC(=O)Cl)=O